FC1=C(C=CC=C1)C=1C(=CN(C(C1)=O)C[C@]1(CCN(CC12CCCC2)C([C@@H](CC(F)(F)F)C)=O)O)C(=O)N(C)C 4-(2-Fluorophenyl)-1-(((R)-10-hydroxy-7-((R)-4,4,4-trifluoro-2-methylbutanoyl)-7-azaspiro[4.5]decan-10-yl)methyl)-N,N-dimethyl-6-oxo-1,6-dihydropyridine-3-carboxamid